COC(=O)C1CCN=C(C1)OC 6-methoxy-2,3,4,5-tetrahydropyridine-4-carboxylic acid methyl ester